C1(=CC=CC=C1)C=1C(=CC2=C(C3=C(O2)C=C2C=C4C(OC5=C4C=CC(=C5)NC5=CC=4N(C6=CC=CC=C6C4C=C5)C5=CC=CC=C5)=CC2=C3)C1C1=CC=CC=C1)NC1=CC=3N(C2=CC=CC=C2C3C=C1)C1=CC=CC=C1 diphenyl-N,N'-bis(9-phenyl-9H-carbazol-2-yl)naphtho[2,3-b:6,7-b']bisbenzofuran-3,10-diamine